ClC=1C=C(C=CC1)S(=O)(=O)N1CCN(CC1)C(CSC=1OC(=NN1)C=1C(=NN(C1)C)C(F)F)=O 1-(4-((3-chlorophenyl)sulfonyl)piperazin-1-yl)-2-((5-(3-(difluoromethyl)-1-methyl-1H-pyrazol-4-yl)-1,3,4-oxadiazol-2-yl)thio)ethan-1-one